C(#N)[C@]1(CN(CC1)C(=O)NC=1SC(=C(N1)C1=CC(=CC=C1)C#N)C1=CC(=NC(=C1)C)C)C (3R)-3-Cyano-N-[4-(3-cyanophenyl)-5-(2,6-dimethyl-4-pyridyl)thiazol-2-yl]-3-methyl-pyrrolidine-1-carboxamide